thia[5,8]diazacyclododecine S1CC=CN=CC=NC=CC=C1